C1(=CC=CC=C1)C=1C(=C(C=CC1)P(C(C1=C(C=C(C=C1C)C)C)=O)=O)C1=CC=CC=C1 Diphenyl-(2,4,6-trimethylbenzoyl)phenylphosphin oxid